(S)-1-(3-(1-(2-(2-(1-methyl-1H-pyrazol-4-yl)ethoxy)-6-morpholinopyrimidin-4-yl)-1H-pyrazol-3-yl)phenyl)ethan-1-ol CN1N=CC(=C1)CCOC1=NC(=CC(=N1)N1N=C(C=C1)C=1C=C(C=CC1)[C@H](C)O)N1CCOCC1